(4R)-4-[(1R)-1-[2-methyl-6-[1-(4-piperidinyl)pyrazol-4-yl]pyrazolo[4,3-c]pyridin-4-yl]oxyethyl]pyrrolidin-2-one CN1N=C2C(C(=NC(=C2)C=2C=NN(C2)C2CCNCC2)O[C@H](C)[C@@H]2CC(NC2)=O)=C1